(1R,2S,5S)-3-((2S)-2-tert-butoxycarbonylamino-3,3-dimethyl-1-oxobutyl)-6,6-dimethyl-3-azabicyclo[3.1.0]hexane-2-carboxylic acid methyl ester COC(=O)[C@@H]1[C@H]2C([C@H]2CN1C([C@H](C(C)(C)C)NC(=O)OC(C)(C)C)=O)(C)C